C1OC2=C(C=C(CC(N)C)C=C2O1)C 4,5-Methylenedioxy-3-methylamphetamine